BrC=1C=C(C(=C(C1)C(/C=C/C(=O)OCC)=O)F)C Ethyl (E)-4-(5-bromo-2-fluoro-3-methylphenyl)-4-oxobut-2-enoate